C1(CCCCC1)OC1=CC=CC(=N1)C1=NC=C(C=N1)COC=1C=CC(=C(C(=O)O)C1)O 5-((2-(6-(Cyclohexyloxy)pyridin-2-yl)pyrimidin-5-yl)methoxy)-2-hydroxybenzoic acid